(3R)-3-[tert-butyl(dimethyl)silyl]oxy-4-chloro-butanal [Si](C)(C)(C(C)(C)C)O[C@H](CC=O)CCl